propylaminodiethylsilane C(CC)N[SiH](CC)CC